5-ACRYLAMIDO-2-(AMINOMETHYL)PHENYLBORONIC ACID C(C=C)(=O)NC=1C=CC(=C(C1)B(O)O)CN